OC[C@H](CC(C)(C)C)NC(OC(C)(C)C)=O tert-butyl N-[(1S)-1-(hydroxymethyl)-3,3-dimethyl-butyl]carbamate